N1=CC(=CC=C1)CN(C)C pyridin-3-yl-N,N-dimethyl-methylamine